2-(5,6-dihydro-4H-pyrrolo[1,2-b]pyrazol-3-yl)-N-(5-(2-(3,3-dimethylazetidin-1-yl)acetamido)-2-methylpyridin-3-yl)pyrazolo[5,1-b]thiazole-7-carboxamide N=1N2C(=C(C1)C1=CN3C(S1)=C(C=N3)C(=O)NC=3C(=NC=C(C3)NC(CN3CC(C3)(C)C)=O)C)CCC2